ClC1=C2CCN([C@@H](C2=C(C=C1)OCC=1N=NN(C1C(F)F)C)CN1C(CCC1)=O)C(=O)[C@H]1[C@H](CCC1)C (1S,2R)-2-((S)-5-Chloro-8-((5-(difluoromethyl)-1-methyl-1H-1,2,3-triazol-4-yl)methoxy)-1-((2-oxopyrrolidin-1-yl)methyl)-1,2,3,4-tetrahydroisochinolin-2-carbonyl)-1-methylcyclopentan